FC=1C=C(C=CC1C1=NN2C(N=C(C=C2C2=CC=CC=C2)C(=O)N2[C@@H](C3=CC=CC=C3CC2)C)=C1)/C=C/C(=O)OCC Ethyl (2E)-3-(3-fluoro-4-{5-[(1R)-1-methyl-1,2,3,4-tetrahydroisoquinoline-2-carbonyl]-7-phenylpyrazolo[1,5-a]pyrimidin-2-yl}phenyl)prop-2-enoate